(3S,4S)-1-(1-(azetidin-3-ylmethyl)-3-fluoropiperidin-4-yl)-3-(4-phenoxyphenyl)-1H-pyrazolo[3,4-d]pyrimidin-4-amine N1CC(C1)CN1C[C@@H]([C@H](CC1)N1N=C(C=2C1=NC=NC2N)C2=CC=C(C=C2)OC2=CC=CC=C2)F